N-(5-(5,6-dimethoxybenzo[d]oxazol-2-yl)-8-(methylamino)-2,7-naphthyridin-3-yl)cyclopropanecarboxamide COC=1C(=CC2=C(N=C(O2)C2=C3C=C(N=CC3=C(N=C2)NC)NC(=O)C2CC2)C1)OC